2-(cyclopropanecarbonyl)-9,9-dimethyl-8-oxo-2-azaspiro[4.5]dec-6-ene-7-carbonitrile C1(CC1)C(=O)N1CC2(CC1)C=C(C(C(C2)(C)C)=O)C#N